The molecule is a macrolide antibiotic that is tylonolide having 6-deoxy-beta-D-allopyranosyl and beta-D-mycaminosyl residues attached to two of its hydroxy groups.. It is a macrolide antibiotic, a monosaccharide derivative, an enone and an aldehyde. It derives from a tylactone. It is a conjugate base of a demethyllactenocin(1+). CC[C@@H]1[C@H](/C=C(/C=C/C(=O)[C@@H](C[C@@H]([C@@H]([C@H]([C@@H](CC(=O)O1)O)C)O[C@H]2[C@@H]([C@H]([C@@H]([C@H](O2)C)O)N(C)C)O)CC=O)C)\\C)CO[C@H]3[C@@H]([C@@H]([C@@H]([C@H](O3)C)O)O)O